NCCNC(CCCCC1SSCC1)=O N-(2-aminoethyl)-5-(1,2-dithiolan-3-yl)pentanamide